3-(2,3-dimethylbutan-2-yl)-5-methyl-[1,1'-biphenyl] CC(C)(C(C)C)C=1C=C(C=C(C1)C)C1=CC=CC=C1